tert-Butyl 3-(5-chlorooxazolo[4,5-b]pyridin-2-yl)-3,8-diazabicyclo[3.2.1]octane-8-carboxylate ClC1=CC=C2C(=N1)N=C(O2)N2CC1CCC(C2)N1C(=O)OC(C)(C)C